1-[(5-fluoropyridin-2-yl)carbonyl]piperidin FC=1C=CC(=NC1)C(=O)N1CCCCC1